2,4-dimethylbenzo[d][1,3]dioxole-5-carboxylate CC1OC2=C(O1)C=CC(=C2C)C(=O)[O-]